ClC1=NC(=CC(=C1)NC([C@H](C1=CC=C(C=C1)C=1N=NN(N1)C)[C@@H]1CC(CC1)(F)F)=O)Cl (S)-N-(2,6-Dichloropyridin-4-yl)-2-((S)-3,3-difluorocyclopentyl)-2-(4-(2-methyl-2H-tetrazol-5-yl)phenyl)acetamide